6-chloro-2-(4,5-dimethylfuran-2-yl)-8-(4-(4-(2-methoxyethoxy)phenyl)piperazin-1-yl)-9-(tetrahydro-2H-pyran-2-yl)-9H-purine ClC1=C2N=C(N(C2=NC(=N1)C=1OC(=C(C1)C)C)C1OCCCC1)N1CCN(CC1)C1=CC=C(C=C1)OCCOC